4-chloropentyl benzoate C(C1=CC=CC=C1)(=O)OCCCC(C)Cl